ethyl (R)-12-hydroxy-3,3-dimethyl-8-oxo-11-(trifluoromethoxy)-2,3,8,13b-tetrahydro-1H-pyrido[2,1-a]pyrrolo[1,2-c]phthalazine-7-carboxylate OC1=CC=2[C@@H]3N(N4C(C2C=C1OC(F)(F)F)=CC(C(=C4)C(=O)OCC)=O)C(CC3)(C)C